(R)-3-(4'-(trifluoromethyl)-[1,1'-biphenyl]-3-yl)isoxazolidine FC(C1=CC=C(C=C1)C1=CC(=CC=C1)[C@@H]1NOCC1)(F)F